COC(=O)C1=CC=C(C2=CNN=C12)N1CC(CC1)N(CC)C(=O)OC(C)(C)C.O1C2=C(OCC1)C=C(C=C2)C(CCN2C=C1C=CC(=CC1=C2)[N+](=O)[O-])=O (2,3-dihydrobenzo[b][1,4]dioxin-6-yl)-3-(5-nitroisoindol-2-yl)propan-1-one methyl-4-{3-[(tert-butoxycarbonyl)(ethyl)amino]pyrrolidin-1-yl}-2H-indazole-7-carboxylate